CC=1N(C(=NN1)N)N 5-methyl-1,2,4-triazole-3,4-diamine